C(C=C)(=O)N1CC2(CN(C2)C2=CC=C(C=C2)C2=CC(=CC=3N2C(=CN3)C#N)C=3C=NN(C3)C)C1 5-(4-(6-propenoyl-2,6-diazaspiro[3.3]heptan-2-yl)phenyl)-7-(1-methyl-1H-pyrazol-4-yl)imidazo[1,2-a]pyridine-3-carbonitrile